(R)-Methyl 7-chloro-1,2,3,4-tetrahydroquinoline-2-carboxylate ClC1=CC=C2CC[C@@H](NC2=C1)C(=O)OC